[Pb].C(\C=C\C1=CC(O)=C(O)C=C1)(=O)O caffeic acid lead